Thenyl ethyl ether C(C)OCC1=CC=CS1